ICC(=O)[O-] Iodoacetat